[(ethoxy)carbonyl]methyl-N-(tert-butyloxycarbonyl)-D-leucyl-L-prolyl-{4-[N'-(((5-methyl-2-oxo-1,3-dioxol-4-yl)methyl)oxycarbonyl)carbamimidoyl]benzyl}amide C(C)OC(=O)CN([C@H](CC(C)C)C(=O)N1[C@@H](CCC1)C(=O)[N-]CC1=CC=C(C=C1)C(N)=NC(=O)OCC=1OC(OC1C)=O)C(=O)OC(C)(C)C